S1C2=C(C=C1)C(=CC=C2)N2CCN(CC2)C(=O)OC(C)(C)C tert-Butyl 4-(benzo[b]thiophen-4-yl)piperazine-1-carboxylate